4-amino-6-chloropyrimidine-5-nitrile NC1=NC=NC(=C1C#N)Cl